Methyl 4-(3-formyl-1H-pyrazol-1-yl)benzoate C(=O)C1=NN(C=C1)C1=CC=C(C(=O)OC)C=C1